CN(NC)CC=1N(C2=CC=CC=C2C1)CCC(=O)NC(CCC(=O)O)C=O 4-(3-(2-((1,2-dimethylhydrazinyl)methyl)-1H-indol-1-yl)propanamido)-5-oxopentanoic acid